3-nitro-5-trifluoromethyl-salicylaldehyde [N+](=O)([O-])C1=C(C(C=O)=CC(=C1)C(F)(F)F)O